FC(C=1N=C(SC1C(=O)OCC)C1=CC=2N(C=C1)N=CC2C=2C(=NN(C2C)C(C)C)C)F ethyl 4-(difluoromethyl)-2-[3-(1-isopropyl-3,5-dimethyl-pyrazol-4-yl)pyrazolo[1,5-a]pyridin-5-yl]thiazole-5-carboxylate